tert-butyl (2R,5S)-2,5-dimethyl-4-(1-tosyl-3-vinyl-1H-pyrrolo[3,2-c]pyridin-4-yl)piperazine-1-carboxylate C[C@H]1N(C[C@@H](N(C1)C1=NC=CC2=C1C(=CN2S(=O)(=O)C2=CC=C(C)C=C2)C=C)C)C(=O)OC(C)(C)C